5-(4-(6-(((1R,3s,5S)-8-azabicyclo[3.2.1]octan-3-yl)(methyl)amino)pyridazin-3-yl)-3-hydroxyphenyl)-2-(methyl-d3)pyridazin-3(2H)-one [C@H]12CC(C[C@H](CC1)N2)N(C2=CC=C(N=N2)C2=C(C=C(C=C2)C2=CC(N(N=C2)C([2H])([2H])[2H])=O)O)C